3-fluoro-N-(2-((6-methyl-5-((1R,3R)-3-methyl-2-(2,2,2-trifluoroethyl)-2,3,4,9-tetrahydro-1H-pyrido[3,4-b]indol-1-yl)pyridin-3-yl)oxy)ethyl)propan-1-amine FCCCNCCOC=1C=NC(=C(C1)[C@H]1N([C@@H](CC2=C1NC1=CC=CC=C21)C)CC(F)(F)F)C